CN1C(N(C=2N(C(=NC2C1=O)SC)C)C)=O 1,3,9-trimethyl-8-(methylthio)-3,9-dihydro-1H-purine-2,6-dione